ClC1=CC=C2C=CC=NC2=C1NS(=O)(=O)C1=NC=C(N=C1)OC N-(7-chloroquinolin-8-yl)-5-methoxypyrazine-2-sulfonamide